1-((2R,4S)-4-(7-acetyl-4-amino-3-((2,6-difluoro-3,5-dimethoxyphenyl)ethynyl)-1H-pyrazolo[4,3-c]pyridin-1-yl)-2-(methoxymethyl)pyrrolidin-1-yl)prop-2-en-1-one C(C)(=O)C=1C2=C(C(=NC1)N)C(=NN2[C@H]2C[C@@H](N(C2)C(C=C)=O)COC)C#CC2=C(C(=CC(=C2F)OC)OC)F